3'-formyl-2-(4-(4-methyl-4H-1,2,4-triazol-3-yl)piperidin-1-yl)-[1,1'-biphenyl]-3-carbonitrile C(=O)C=1C=C(C=CC1)C1=C(C(=CC=C1)C#N)N1CCC(CC1)C1=NN=CN1C